C(C)(C)(C)OC(NC/C(=C/F)/CN1N=CN(C1=O)CC=1SC(=CC1)Br)=O (Z)-(2-((4-((5-bromothiophen-2-yl)methyl)-5-oxo-4,5-dihydro-1H-1,2,4-triazol-1-yl)methyl)-3-fluoroallyl)carbamic acid tert-butyl ester